1-(methylsulfonyl)-1H-pyrazol-4-amine CS(=O)(=O)N1N=CC(=C1)N